2-(2-propylhexyl)imidazole C(CC)C(CC=1NC=CN1)CCCC